CC(CS(=O)(=O)O)=C 2-methyl-2-propen-1-sulfonic acid